(Rac)-1,6-dimethyl-4-{4-[1-(2-methylphenyl)-1H-1,2,3-triazol-4-yl]piperidin-1-yl}-2-oxo-7-[(oxolan-3-yl)oxy]-1,2-dihydroquinoline-3-carbonitrile CN1C(C(=C(C2=CC(=C(C=C12)O[C@H]1COCC1)C)N1CCC(CC1)C=1N=NN(C1)C1=C(C=CC=C1)C)C#N)=O |r|